OCC1=CC=C(S1)C1=NC=NN1 5-[5-(hydroxymethyl)-2-thienyl]-[1,2,4]triazol